N1=NN(C2=NC=CC=C21)C2=CC(=C(C(=O)N([C@H]1CNCCC1)C1=NC=CC3=CC=C(C=C13)C=CC(=O)OCC)C=C2)F ethyl (R)-3-(1-(4-(3H-[1,2,3]triazolo[4,5-b]pyridin-3-yl)-2-fluoro-N-(piperidin-3-yl)benzamido)isoquinolin-7-yl)acrylate